FC1([C@H]2CC=3C(=NN(C3C[C@]21C)C2OCCCC2)C=2NC1=CC(=CC=C1C2)NC)F 2-[(4aS,5aR)-5,5-difluoro-5a-methyl-1-(oxan-2-yl)-4H,4aH,6H-cyclopropa[f]indazol-3-yl]-N-methyl-1H-indol-6-amine